CC12CC3(CC(CC(C1)(C3)C)C2)OC(C=C)=O 3,5-Dimethyl-adamantylacrylat